tert-butyl 7-(3,5-dimethylisoxazol-4-yl)-6-methoxy-4-oxo-3,4-dihydroquinoline-1(2H)-carboxylate CC1=NOC(=C1C1=C(C=C2C(CCN(C2=C1)C(=O)OC(C)(C)C)=O)OC)C